3-(4-bromophenyl)-1,3-dimethyl-pyrrolidine BrC1=CC=C(C=C1)C1(CN(CC1)C)C